6-hydroxyPyrimidin OC1=CC=NC=N1